1-ethyl-9,10-bis(n-butyloxy)anthracene C(C)C1=CC=CC2=C(C3=CC=CC=C3C(=C12)OCCCC)OCCCC